5-bromo-2,7-dimethyl-2H-indol-4-amine BrC1=C(C2=CC(N=C2C(=C1)C)C)N